2-(3-chloro-4-methylsulfonyl-phenyl)-6-[(3-chloropyrazol-1-yl)methyl]-1-ethyl-4-oxo-pyridine-3-carboxylic acid ClC=1C=C(C=CC1S(=O)(=O)C)C=1N(C(=CC(C1C(=O)O)=O)CN1N=C(C=C1)Cl)CC